ClC1=C(C=CC=C1C1=C(C(=NC=C1)C=1C=C2CCN(CC2=C(C1)OC)CCC1CCNCC1)Cl)C1=CC=C(C(=N1)OC)CNCCO 2-(((6-(2-chloro-3-(3-chloro-2-(8-methoxy-2-(2-(piperidin-4-yl)ethyl)-1,2,3,4-tetrahydroisoquinolin-6-yl)pyridin-4-yl)phenyl)-2-methoxypyridin-3-yl)methyl)amino)ethan-1-ol